COC([C@H]([C@@H](C)O)NC(C1=CC=C(C=C1)C#CC1=CC=C(C=C1)[N+](=O)[O-])=O)=O (2S,3R)-3-hydroxy-2-[[4-[2-(4-nitrophenyl)ethynyl]benzoyl]amino]butanoic acid methyl ester